FC=1C=C2[C@@]3(C(NC2=CC1)=O)C=1N(CC(N3)=O)C(=NC1NC(=O)C1=NSC3=C1C=CC=C3)C(NC)=O (S)-N-(5'-fluoro-3-(methylcarbamoyl)-2',6-dioxo-6,7-dihydro-5H-spiro[imidazo[1,5-a]pyrazine-8,3'-indolin]-1-yl)benzo[d]isothiazole-3-carboxamide